(±)-1,4-dichloro-N-(5-chloro-2-fluoro-4-(trifluoromethyl)phenyl)-6,7,8,9-tetrahydro-5H-5,8-epiminocyclohepta[d]pyridazine-10-carboxamide ClC1=NN=C(C2=C1CC1CCC2N1C(=O)NC1=C(C=C(C(=C1)Cl)C(F)(F)F)F)Cl